C(N)(OC1=C(C=CC=C1)CCCCCCCCCC)=O (decyl phenyl) carbamate